N(=[N+]=[N-])[C@H](C(=O)NC1=CC=C(CN[C@@H](C)C(=O)O)C=C1)C.C(#N)C(C)(C)C=1C=C(C(=O)NC2=CC(=C(C=C2)C)N2N=CC(=C2)C=2C=NC=CC2OCC2OCCC2)C=CC1 3-(2-cyanopropan-2-yl)-N-(4-methyl-3-(4-(4-((tetrahydrofuran-2-yl)methoxy)pyridin-3-yl)-1H-pyrazol-1-yl)phenyl)benzamide 4-((S)-2-Azidopropanamido)benzyl-L-alaninate